N-(2,2-difluorocyclobutyl)-5,6-dihydrobenzo[f]imidazo[1,5-d][1,4]oxazepine-10-carboxamide FC1(C(CC1)NC(=O)C=1C=CC2=C(C=3N(CCO2)C=NC3)C1)F